FC=1C=C(C=CC1F)N1C(=C(C2=C1C=C1C=NN(C1=C2)C(C(C)(C)C)=O)C[C@H](C(=O)OC)O)C(C)C methyl (2R)-3-[5-(3,4-difluorophenyl)-1-(2,2-dimethylpropanoyl)-6-isopropyl-pyrrolo[2,3-f]indazol-7-yl]-2-hydroxy-propanoate